thio-diphenyl diisocyanate S(C1=C(C=CC=C1)N=C=O)C1=C(C=CC=C1)N=C=O